N(N)C1=NC(=NC(=N1)NN)NN 2,4,6-trihydrazineyl-1,3,5-triazine